C(C)(C)(C)OC(=O)N1CC2(CC1)C(NC1=CC(=CC=C12)[N+](=O)[O-])=O 6-nitro-2-oxospiro[indoline-3,3'-pyrrolidine]-1'-carboxylic acid tert-butyl ester